3,3-difluoro-N-(2-iodo-3-(2,2,2-trifluoroethyl)benzo[b]thiophen-7-yl)piperidin-4-amine FC1(CNCCC1NC1=CC=CC2=C1SC(=C2CC(F)(F)F)I)F